S(=O)(=O)(O)O.C(C(C)O)O Propylene glycol sulfate